(S)-4-(4-acryloyl-2-methylpiperazin-1-yl)-6-cyclopropyl-1-(2-isopropyl-4-methylpyridin-3-yl)-7-phenylpyrido[2,3-d]pyrimidin-2(1H)-one C(C=C)(=O)N1C[C@@H](N(CC1)C=1C2=C(N(C(N1)=O)C=1C(=NC=CC1C)C(C)C)N=C(C(=C2)C2CC2)C2=CC=CC=C2)C